CC1=CN(C2=CC=C(C=C12)NC(C=C)=O)C1=NC(=NC=C1C)NC1=NN(C=C1)C N-[3-methyl-1-[5-methyl-2-[(1-methylpyrazol-3-yl)amino]pyrimidin-4-yl]indol-5-yl]prop-2-enamide